1-[2-chloro-4-[[6-[(1S,4S)-5-prop-2-enoyl-2,5-diazabicyclo[2.2.1]heptan-2-yl]pyrido[3,2-d]pyrimidin-4-yl]amino]phenyl]cyclopropanecarbonitrile ClC1=C(C=CC(=C1)NC=1C2=C(N=CN1)C=CC(=N2)N2[C@@H]1CN([C@H](C2)C1)C(C=C)=O)C1(CC1)C#N